4-[(1S)-1-[[1-ethyl-4-[[4-(trifluoromethyl)phenyl]methyl]indazole-3-carbonyl]amino]ethyl]benzoic acid C(C)N1N=C(C2=C(C=CC=C12)CC1=CC=C(C=C1)C(F)(F)F)C(=O)N[C@@H](C)C1=CC=C(C(=O)O)C=C1